N-((3S,10R,13S)-17-(4-methoxy-1H-imidazol-1-yl)-10,13-dimethyl-2,3,4,7,8,9,10,11,12,13,14,15-dodecahydro-1H-cyclopenta[a]phenanthren-3-yl)pyrazine-4-carboxamide COC=1N=CN(C1)C1=CCC2C3CC=C4C[C@H](CC[C@@]4(C3CC[C@]12C)C)NC(=O)N1CC=NC=C1